(+)-Dihydrocarvacrol C1C(O)C(C)=CC=C1C(C)C